NC=1SC(=C(N1)C=1C(=C(C=CC1)NC(C)=O)F)C1=NC(=NC=C1)NC1CC2(CS(C2)(=O)=O)C1 N-(3-(2-Amino-5-(2-((2,2-dioxido-2-thiaspiro[3.3]heptan-6-yl)-amino)pyrimidin-4-yl)thiazol-4-yl)-2-fluorophenyl)acetamide